diallyl-2,2'-dihydroxy-[1,1'-biphenyl] C(C=C)C1=C(C(=C(C=C1)C1=C(C=CC=C1)O)O)CC=C